(R)-4-(5-bromo-1-(benzenesulfonyl)-1H-pyrrolo[2,3-b]Pyridin-3-yl)-N-(2-hydroxypropyl)-N-methylbenzamide BrC=1C=C2C(=NC1)N(C=C2C2=CC=C(C(=O)N(C)C[C@@H](C)O)C=C2)S(=O)(=O)C2=CC=CC=C2